1-[2-(2-{2-[(2S)-2-amino-5-(tert-butoxy)-5-oxopentanamido]acetamido}acetamido)acetamido]-3,6,9,12,15,18,21,24-octaoxaheptacosan-27-oic acid N[C@H](C(=O)NCC(=O)NCC(=O)NCC(=O)NCCOCCOCCOCCOCCOCCOCCOCCOCCC(=O)O)CCC(=O)OC(C)(C)C